FC1=C(C=C(C(=C1)C(=O)N1CCCCC1)OC)C=1C=C2C=CNC(C2=C(C1)NC1=NC=C(C=C1)N1CCC(CC1)O)=O 6-(2-fluoro-5-methoxy-4-(piperidine-1-carbonyl)phenyl)-8-((5-(4-hydroxy-piperidin-1-yl)pyridin-2-yl)amino)isoquinolin-1(2H)-one